(R)-5-(2-((2-oxaspiro[3.5]nonan-7-yl)oxy)pyrimidin-4-yl)-N-(5-(1-(dimethylamino)ethyl)pyrimidin-2-yl)thiazol-2-amine C1OCC12CCC(CC2)OC2=NC=CC(=N2)C2=CN=C(S2)NC2=NC=C(C=N2)[C@@H](C)N(C)C